3-bromo-1-[4-(bromomethyl)phenyl]-4-methyl-4,5-dihydro-1H-1,2,4-triazol-5-one BrC1=NN(C(N1C)=O)C1=CC=C(C=C1)CBr